diethylsilyl-bis(indenyl)zirconium dibromide [Br-].[Br-].C(C)[SiH](CC)[Zr+2](C1C=CC2=CC=CC=C12)C1C=CC2=CC=CC=C12